7-(piperidin-1-yl)thiazolo[5,4-d]Pyrimidine-2-amine N1(CCCCC1)C=1C2=C(N=CN1)SC(=N2)N